(S)-3-aminobutanenitrile HCl salt Cl.N[C@H](CC#N)C